N6-((pent-4-en-1-yloxy)carbonyl)-L-lysine C(CCC=C)OC(=O)NCCCC[C@H](N)C(=O)O